N=1C=NN2C1C=C(C=C2)OC2=C(C=C(C=C2)NC2=NC=NN1C2=C(C=C1)[C@H]1CN(CC1)C(\C=C\CN(C)C)=O)C (S,E)-1-(3-(4-((4-([1,2,4]triazolo[1,5-a]pyridin-7-yloxy)-3-methylphenyl)amino)pyrrolo[2,1-f][1,2,4]triazin-5-yl)pyrrolidin-1-yl)-4-(dimethylamino)but-2-en-1-one